[Co].IC=1C=C(C(=NC1C=1OC=C(N1)CC)C=1OC=C(N1)CC)I diiodo[2,6-bis[4-(R)-ethyl-2-oxazolyl]pyridine] cobalt